4-bromo-3-fluoro-5-methyl-6-nitro-1H-indazole BrC1=C2C(=NNC2=CC(=C1C)[N+](=O)[O-])F